1-(4-(4-(4,4,5,5-tetramethyl-1,3,2-dioxaborolan-2-yl)-1H-pyrazol-1-yl)piperidin-1-yl)ethan-1-one CC1(OB(OC1(C)C)C=1C=NN(C1)C1CCN(CC1)C(C)=O)C